2-(1-methyl-10-oxo-4-(2-phenylcyclopropane-1-carbonyl)-1,4,9-triazaspiro[5.6]dodecan-9-yl)acetic acid CN1CCN(CC12CCN(C(CC2)=O)CC(=O)O)C(=O)C2C(C2)C2=CC=CC=C2